3-(5-allyl-2-methoxyphenyl)-5-((quinazoline-4-yloxy)methyl)isoxazole C(C=C)C=1C=CC(=C(C1)C1=NOC(=C1)COC1=NC=NC2=CC=CC=C12)OC